ClC1=NN(C2=NC(=NC=C21)Cl)CCCOC2=NN(C(=C2[N+](=O)[O-])C)C2C(COCC2)(C)F 3,6-dichloro-1-(3-((1-(3-fluoro-3-methyl-tetrahydro-2H-pyran-4-yl)-5-methyl-4-nitro-1H-pyrazol-3-yl)oxy)propyl)-1H-pyrazolo[3,4-d]pyrimidine